N-(4-methylbenzyl)-1-(pyridin-2-yl)Methylamine CC1=CC=C(CNCC2=NC=CC=C2)C=C1